COC1(COC1)C1=CC=C(C=C1)C=O (4-(3-methoxyoxetan-3-yl)phenyl)methanone